C(C1=CC=CC=C1)OC1=NC(=CC=C1N1C(C2=CC=C(C(=C2[C@H]1C)F)N1[C@@H](CN(CC1)C1CC(C1)OC1CCN(CC1)C(=O)OC(C)(C)C)C)=O)OCC1=CC=CC=C1 tert-butyl 4-[(1r,3r)-3-[(3R)-4-{2-[2,6-bis(benzyloxy)pyridin-3-yl]-4-fluoro-3-methyl-1-oxo-3H-isoindol-5-yl}-3-methylpiperazin-1-yl]cyclobutoxy]piperidine-1-carboxylate